lithium iron phosphate, lithium salt [Li+].P(=O)([O-])([O-])[O-].[Fe+2].[Li+]